mercury(I) chloride [Hg]Cl